[Si](C1=CC=CC=C1)(C1=CC=CC=C1)(C(C)(C)C)OCC1(CCC1)C(=O)O (((tert-butyldiphenylsilyl)oxy)methyl)cyclobutanecarboxylic acid